3-(5-(((1R,2R)-2-(benzyl(methyl)amino)cyclohexyl)oxy)-1-oxoisoindolin-2-yl)piperidine-2,6-dione C(C1=CC=CC=C1)N([C@H]1[C@@H](CCCC1)OC=1C=C2CN(C(C2=CC1)=O)C1C(NC(CC1)=O)=O)C